2,3,5,6-tetrafluorobenzene-4-d FC1=CC(=C(C(=C1F)[2H])F)F